N-(4-(4-(3-methoxypropanoyl)piperazin-1-yl)phenyl)-4-((8-methyl-2,3-dihydro-1H-pyrido[2,3-b][1,4]oxazin-7-yl)amino)-2-oxo-1,2-dihydropyridine-3-carboxamide COCCC(=O)N1CCN(CC1)C1=CC=C(C=C1)NC(=O)C=1C(NC=CC1NC1=C(C2=C(OCCN2)N=C1)C)=O